6-[5-cyano-4-(dimethylamino)-6-fluoro-8-(methylamino)-9H-pyrido[2,3-b]indol-3-yl]-1-methyl-4-oxo-1,8-naphthyridine-3-carboxylic acid C(#N)C1=C2C3=C(NC2=C(C=C1F)NC)N=CC(=C3N(C)C)C=3C=C1C(C(=CN(C1=NC3)C)C(=O)O)=O